C(C)C1C(C1)CC1C(C1)CCOC(CCC(=O)OCCCCCCN(CCCCCCOC(CCC(OCCC1C(C1)CC1C(C1)CC)OCCC1C(C1)CC1C(C1)CC)=O)CCCCO)OCCC1C(C1)CC1C(C1)CC ((4-hydroxybutyl)azanediyl)bis(hexane-6,1-diyl) bis(4,4-bis(2-(2-((2-ethylcyclopropyl)methyl)cyclopropyl)ethoxy)butanoate)